dimethylethylamine N-oxide C[N+](CC)(C)[O-]